C(C)N1C(CC2=CC=C(C(=C12)CNCCCC1CN(C(O1)=O)C=1C=CC=2OCC(NC2N1)=O)F)=O 6-(5-(3-(((1-Ethyl-6-fluoro-2-oxoindolin-7-yl)methyl)amino)propyl)-2-oxooxazolidin-3-yl)-2H-pyrido[3,2-b][1,4]oxazin-3(4H)-on